(6S)-3-[2,6-Difluoro-4-(2-phenylethynyl)phenyl]-1,6-dimethyl-6-(1-methylindazol-3-yl)hexahydropyrimidine-2,4-dione FC1=C(C(=CC(=C1)C#CC1=CC=CC=C1)F)N1C(N([C@@](CC1=O)(C1=NN(C2=CC=CC=C12)C)C)C)=O